7-((4-((2-(diethylphosphoryl)phenyl)amino)-5-(trifluoromethyl)pyrimidin-2-yl)amino)-2,3-dihydrobenzofuran-4-Carboxylic acid C(C)P(=O)(CC)C1=C(C=CC=C1)NC1=NC(=NC=C1C(F)(F)F)NC=1C=CC(=C2CCOC21)C(=O)O